FC(OC1=C(C=C(C=C1)SC(F)F)C1=NNC=C1NC(=O)C=1C=NN2C1N=CC=C2)F N-(3-(2-(difluoromethoxy)-5-((difluoromethyl)sulfanyl)phenyl)-1H-pyrazol-4-yl)pyrazolo[1,5-a]pyrimidine-3-carboxamide